Cl.Cl.Cl.NC1CCC(CC1)CC(C)(C)NC[C@@H](O)C1=CC=CC(=N1)C#N 6-((R)-2-((1-((1r,4R)-4-Aminocyclohexyl)-2-methylpropan-2-yl)amino)-1-hydroxyethyl)picolinonitrile trihydrochloride